C(=O)(O)CC(COC=1C(=C(C2=CC=CC=C2C1)C1=CC=CC2=CC=CC=C12)OCC(CC(=O)O)C)C bis(3-carboxy-2-methylpropoxy)-1,1'-binaphthyl